pyrazolo[1,5-c]quinazolin-5-amine C=1C=NN2C(=NC=3C=CC=CC3C21)N